FC1=C(OCC2=NC=CC(=N2)O[C@@H]2C[C@@H](NCC2)C)C=CC(=C1)F 2-((2,4-difluorophenoxy)methyl)-4-(((2s,4s)-2-methylpiperidin-4-yl)oxy)pyrimidine